ethyl-N-isopropyl-propane-amine C(C)C(CC)NC(C)C